[5-[4-[4-chloro-3-[(1-cyanocyclopropyl) carbamoyl] phenyl] pyrazol-1-yl]-1-methyl-4-(trifluoromethyl) pyrazol-3-yl] trifluoromethanesulfonate FC(S(=O)(=O)OC1=NN(C(=C1C(F)(F)F)N1N=CC(=C1)C1=CC(=C(C=C1)Cl)C(NC1(CC1)C#N)=O)C)(F)F